CC=1C(=NNC1)CN1C(C2=CC=C(C=C2C=N1)S(=O)(=O)C1=CC=CC=C1)=O 2-((4-methyl-1H-pyrazol-3-yl)methyl)-6-(phenylsulfonyl)phthalazin-1(2H)-one